2-((1-oxo-3,4-dihydro-2,7-naphthyridin-2(1H)-yl)methyl)benzofuran-7-carboxylic acid O=C1N(CCC2=CC=NC=C12)CC=1OC2=C(C1)C=CC=C2C(=O)O